FC1=CC=C(C=C1)[C@H]1[C@H](C1)\C=C\C1=CC=CC=C1 1-fluoro-4-((1r,2r)-2-((E)-styryl)cyclopropyl)benzene